methyl pentyl-sulfonate C(CCCC)S(=O)(=O)OC